N(=[N+]=[N-])CCCCNC 4-azido-N-methyl-butan-1-amine